CN(CCNS(=O)(=O)C1=CC(=CC=C1)OC[C@H](CNC1COC2(C1)CCN(CC2)S(=O)(=O)C2=CC1=CC=CC=C1C=C2)O)C N-(2-(dimethylamino)ethyl)-3-((2S)-2-hydroxy-3-(8-(naphthalen-2-ylsulfonyl)-1-oxa-8-azaspiro[4.5]dec-3-ylamino)propoxy)benzenesulfonamide